C1(CC1)C=1N=NN(C1)[C@H](C(=O)N1[C@@H](C[C@H](C1)O)C(=O)N[C@H]1[C@@H](C1)C1=CC=C(C=C1)C(C)C)C(C)(C)C (2S,4r)-1-[(2S)-2-(4-cyclopropyltriazol-1-yl)-3,3-dimethyl-butyryl]-4-hydroxy-N-[(1r,2S)-2-(4-isopropylphenyl)cyclopropyl]pyrrolidine-2-carboxamide